N[13C](NCCCCN)=N agmatine-13C